N-methyl-4-[5-(trifluoromethyl)-1,2,4-oxadiazol-3-yl]phenylthiocarboxamide CNC(=S)C1=CC=C(C=C1)C1=NOC(=N1)C(F)(F)F